4,4-dimethyl-2-[[4-[5-(trifluoromethyl)-1,2,4-oxadiazol-3-yl]phenyl]methyl]isoxazolidin-3-one CC1(C(N(OC1)CC1=CC=C(C=C1)C1=NOC(=N1)C(F)(F)F)=O)C